[Na+].S(=O)(=O)([O-])C=1C=C(C=CC1)N1N=NN=C1S 1-(m-sulfophenyl)-5-mercapto-1H-tetrazole sodium salt